C(C)(C)(C)OC(=O)N1C(CN(CC1)C1=NC(=NC=C1)C1=CN=C2N1C=C(C=C2)C(F)(F)F)C(N)=O 2-carbamoyl-4-(2-(6-(trifluoromethyl)imidazo[1,2-a]pyridin-3-yl)pyrimidin-4-yl)piperazine-1-carboxylic acid tert-butyl ester